Rac-1-[3-[(2R,5S)-5-methyl-2-piperidyl]-1-piperidyl]Ethanone C[C@H]1CC[C@@H](NC1)[C@H]1CN(CCC1)C(C)=O |&1:7|